C(C(C)C)C1=NC=CN=C1OC 2-Isobutyl-3-methoxypyrazine